N-(4-(furan-2-yl)-2-((methylamino)methyl)phenyl)benzenesulfonamide O1C(=CC=C1)C1=CC(=C(C=C1)NS(=O)(=O)C1=CC=CC=C1)CNC